5-chloro-2-((6-(3-(dimethylamino)pyrrolidin-1-yl)-2-methoxypyridin-3-yl)amino)pyrimidine ClC=1C=NC(=NC1)NC=1C(=NC(=CC1)N1CC(CC1)N(C)C)OC